O=C1N(C(C=C1)=O)C=1C=C(C=CC1)O 3-(2,5-dioxo-2,5-dihydro-1H-pyrrol-1-yl)phenol